(S)-2-amino-N-methoxy-N-methyl-3-((S)-2-oxopyrrolidin-3-yl)propanamide hydrochloride Cl.N[C@H](C(=O)N(C)OC)C[C@H]1C(NCC1)=O